C(C)(C)C1=CC(=NN1)NC1=NC(=CN=C1)OC12CCN(CC1)CC2 N-(5-isopropyl-1H-pyrazol-3-yl)-6-(quinuclidin-4-yloxy)pyrazin-2-amine